NC1=NC=NC=2N(C3=C(C=CC=C3C21)C2=CC=CC=C2)CC(=O)N2[C@@H]1C[C@@H]1C[C@H]2C(=O)NC2=NC(=CC=C2)Br (1R,3S,5R)-2-(2-(4-amino-8-phenyl-9H-pyrimido[4,5-b]indol-9-yl)acetyl)-N-(6-bromopyridin-2-yl)-2-azabicyclo[3.1.0]hexane-3-carboxamide